((R)-3-benzyl-5-(hydroxymethyl)imidazolidin-1-yl)((R)-1-trityl-aziridin-2-yl)methanone C(C1=CC=CC=C1)N1CN([C@H](C1)CO)C(=O)C1[N@@](C1)C(C1=CC=CC=C1)(C1=CC=CC=C1)C1=CC=CC=C1